FC=1C=C(CC=2C=C3C(=NNC3=CC2)NC(C2=C(C=C(C=C2)N2CCN(CC2)C(CCCCNC2=C3C(N(C(C3=CC=C2)=O)C2C(NC(CC2)=O)=O)=O)=O)NC2CCOCC2)=O)C=C(C1)F N-(5-(3,5-Difluorobenzyl)-1H-indazol-3-yl)-4-(4-(5-((2-(2,6-dioxopiperidin-3-yl)-1,3-dioxoisoindolin-4-yl)amino)pentanoyl)piperazin-1-yl)-2-((tetrahydro-2H-pyran-4-yl)amino)benzamide